C(C)(=O)OCC1=C(C(=NC(=N1)Cl)N1C[C@@H](N(CC1)C(=O)O)CC#N)[N+](=O)[O-] (S)-4-(6-(acetoxymethyl)-2-chloro-5-nitropyrimidin-4-yl)-2-(cyanomethyl)piperazine-1-carboxylic acid